C(C)N1C(C=2N(C3=CC(=C(C=C13)C(=O)NCC=1C=NC=NC1)NC)N=CC2)=O 5-ethyl-8-(methylamino)-4-oxo-N-(pyrimidin-5-ylmethyl)-4,5-dihydropyrazolo[1,5-a]quinoxaline-7-carboxamide